1-(hydroxymethyl)-3-(5-(((3r,5r)-5-methylpiperidin-3-yl)oxy)-1-oxoisoindolin-2-yl)piperidine-2,6-dione OCN1C(C(CCC1=O)N1C(C2=CC=C(C=C2C1)O[C@H]1CNC[C@@H](C1)C)=O)=O